4,4'-bis(4-diphenylaminostyryl)biphenyl tert-butyl-(E)-4-(2-ethoxy-2-oxoethylidene)azepane-1-carboxylate C(C)(C)(C)OC(=O)N1CC/C(/CCC1)=C/C(=O)OCC.C1(=CC=CC=C1)N(C1=CC=C(C=CC2=CC=C(C=C2)C2=CC=C(C=C2)C=CC2=CC=C(C=C2)N(C2=CC=CC=C2)C2=CC=CC=C2)C=C1)C1=CC=CC=C1